5-(7-(4-(trifluoromethyl)-phenoxy)-1,2,3,4-tetra-hydroisoquinoline-2-carbonyl)piperidin-2-one FC(C1=CC=C(OC2=CC=C3CCN(CC3=C2)C(=O)C2CCC(NC2)=O)C=C1)(F)F